C(N)(OC(C)(C)[C@]1(CN(CC1)C(C)(C)C=1C=NC(=CC1)C)CCC=1SC(=CC1)F)=O |o1:6| (R or S)-2-(3-(2-(5-fluoro-thiophen-2-yl)ethyl)-1-(2-(6-methylpyridin-3-yl)propan-2-yl)pyrrolidin-3-yl)propan-2-yl carbamate